CN1N=CN=C1C1C=C2C(N=CN=C2)=NC1=O 6-(2-methyl-1,2,4-triazol-3-yl)pyrido[2,3-d]pyrimidin-7-one